N-(4-(2-((4-(4-(azetidin-3-ylmethyl)piperazin-1-yl)phenyl)amino)pyrimidin-4-yl)-2-methylbenzyl)-3-isopropoxyazetidine-1-carboxamide N1CC(C1)CN1CCN(CC1)C1=CC=C(C=C1)NC1=NC=CC(=N1)C1=CC(=C(CNC(=O)N2CC(C2)OC(C)C)C=C1)C